6-(2-Hydroxy-2-methylpropyloxy)-4-(6-(6-((5-methyl-1,3,4-oxadiazol-2-yl)methyl)-3,6-diazabicyclo[3.1.1]hept-3-yl)pyridin-3-yl)pyrazolo[1,5-a]pyridine-3-carbonitrile OC(COC=1C=C(C=2N(C1)N=CC2C#N)C=2C=NC(=CC2)N2CC1N(C(C2)C1)CC=1OC(=NN1)C)(C)C